O1COC2=C1C=CC=C2CNC(=O)C2CCN(CC2)C2=NC=C(C=C2)C N-(1,3-benzodioxol-4-ylmethyl)-1-(5-methyl-2-pyridyl)piperidine-4-carboxamide